FC=1C(=NC=CC1)C(=O)NC1=CNC2=CC=C(C=C12)OCC1=CC=C(C=C1)C(F)(F)F 3-fluoro-N-(5-((4-(trifluoromethyl)benzyl)oxy)-1H-indol-3-yl)picolinamide